2-Chloro-4-{6-[2-(7-fluoro-4-methoxy-2-methyl-indol-1-yl)-ethylamino]-pyrimidin-4-yl}-6-isobutoxy-benzoic acid ClC1=C(C(=O)O)C(=CC(=C1)C1=NC=NC(=C1)NCCN1C(=CC2=C(C=CC(=C12)F)OC)C)OCC(C)C